NC=1SC2=C(N1)C(=CC=C2)C2=C(C=C1C(=NC(=NC1=C2F)OC[C@H]2N(CCC2)C)N2CCC(C(CC2)F)O)Cl 1-(7-(2-aminobenzo[d]-thiazol-4-yl)-6-chloro-8-fluoro-2-(((S)-1-methylpyrrolidin-2-yl)methoxy)quinazolin-4-yl)-5-fluoroazepan-4-ol